FC1=CC=C(C=C2C(N(C(S2)=NN=C2C(NC3=CC=C(C=C23)Cl)=O)C2=C(C=CC=C2C)C)=O)C=C1 3-(2-(5-(4-fluorobenzylidene)-3-(2,6-dimethylphenyl)-4-oxothiazolidin-2-ylidene)hydrazono)-5-chloroindol-2-one